sodium amino-2-methylpropanesulfonic acid NC(C(C)C)S(=O)(=O)O.[Na]